C(#N)C=1C=C(C(=C(C1)NS(=O)(=O)C=1C(=NC=C(C1)F)OC)F)C1=CC=C2C(=NNC2=C1F)C=1NC=CN1 N-(5-cyano-2-fluoro-3-(7-fluoro-3-(1H-imidazol-2-yl)-1H-indazol-6-yl)phenyl)-5-fluoro-2-methoxypyridine-3-sulfonamide